The molecule is an alpha-amino-acid cation that is the conjugate acid of leucine, arising from protonation of the amino group. It is a conjugate acid of a leucine. CC(C)CC(C(=O)O)[NH3+]